2-(trifluoromethyl)-6H-pyrano[3,4-b]pyridin-5(8H)-one FC(C1=CC=C2C(=N1)COCC2=O)(F)F